L-1-N-hydroxysuccinimide ON1C(CCC1=O)=O